ClC=1N=C(C2=C(N1)C=NN2C)NC=2N=CN(C2)C2=CC(=C(C(=C2)OC)OC)OC 5-chloro-1-methyl-N-(1-(3,4,5-trimethoxyphenyl)-1H-imidazol-4-yl)-1H-pyrazolo[4,3-d]pyrimidin-7-amine